bis(9-n-butyl-fluorenyl)hafnium C(CCC)C1C2=CC=CC=C2C=2C=CC=C(C12)[Hf]C1=CC=CC=2C3=CC=CC=C3C(C12)CCCC